CO[Si](C(CCN1C(NCC1)=O)CC)(OC)OC 1-[3-(trimethoxysilyl)pentyl]-2-imidazolidinone